Alpha-acetyl-L-lysine C(C)(=O)[C@](N)(CCCCN)C(=O)O